acryloyloxy-n-pentyl isocyanate C(C=C)(=O)OCCCCCN=C=O